C(#N)C1=CC2=C(N=C(N=C2)NC=2C=C(C=CC2)S(=O)(=O)N)N(C1=O)C1CCC(CC1)C 3-((6-cyano-8-((1r,4r)-4-methylcyclohexyl)-7-oxo-7,8-dihydropyrido[2,3-d]pyrimidin-2-yl)amino)benzenesulfonamide